[Cl-].[NH4+].ClCC(CCC(C(C)C)C)O 3-chloro-2-hydroxypropyl-dimethylbutane ammonium chloride